N12C(C=CC(N2CC=CC1)=O)=O 1,6-diazabicyclo[4.4.0]dec-3,8-diene-2,5-dione